[Au+].C(C)(C)(C)[P@@](C1=C(C=CC=C1)[P@@](C)C(C)(C)C)C.C(C)(C)(C)[P@@](C1=C(C=CC=C1)[P@@](C)C(C)(C)C)C bis[(S,S)-1,2-bis(t-butylmethylphosphino)benzene] gold (I)